O1-tert-butyl O2-methyl (2S,4S)-4-[3-(4,4,5,5-tetramethyl-1,3,2-dioxaborolan-2-yl)phenoxy]pyrrolidine-1,2-dicarboxylate CC1(OB(OC1(C)C)C=1C=C(O[C@H]2C[C@H](N(C2)C(=O)OC(C)(C)C)C(=O)OC)C=CC1)C